FC1=C(C=CC=2OCOC21)C=2C=C1C(=NC2)N(N=C1NC(CC(C)(C)C)=O)CCC(C)(C)O N-(5-(4-fluorobenzo[d][1,3]dioxol-5-yl)-1-(3-hydroxy-3-methylbutyl)-1H-pyrazolo[3,4-b]pyridin-3-yl)-3,3-dimethylbutanamide